ClC1=C(C=CC(=C1)C1=C(N=CN1C)C)N1C=NC(=C1)C1=NC(=NC=C1C(F)(F)F)NC1CCN(CC1)S(=O)(=O)C 4-(1-(2-Chloro-4-(1,4-dimethyl-1H-imidazol-5-yl)phenyl)-1H-imidazol-4-yl)-N-(1-(methylsulfonyl)-piperidin-4-yl)-5-(trifluoromethyl)-pyrimidin-2-amine